ClC1=CC=C(C=C1)[C@@H]1C[C@H](C1)N1N=C(OC1=O)CN1C=NC2=C(C1=O)C(=CC(=N2)C#N)C trans-3-[[4-[3-(4-chlorophenyl)cyclobutyl]-5-oxo-1,3,4-oxadiazol-2-yl]methyl]-5-methyl-4-oxo-pyrido[2,3-d]pyrimidine-7-carbonitrile